N-(4-fluorophenyl)-3-(4-(4-(2-hydroxypropan-2-yl)-6-(trifluoromethyl)pyridin-3-yl)phenyl)oxetan-3-carboxamide FC1=CC=C(C=C1)NC(=O)C1(COC1)C1=CC=C(C=C1)C=1C=NC(=CC1C(C)(C)O)C(F)(F)F